Fluoro-2'-Deoxyguanosine F[C@@]1(C[C@H](O)[C@@H](CO)O1)N1C=NC=2C(=O)NC(N)=NC12